1-(3,4-difluorophenyl)-1,9-diazaspiro[5.5]undecane-2-one FC=1C=C(C=CC1F)N1C(CCCC12CCNCC2)=O